C(#C)C1=CC(N(C=2N=C(N=CC21)NC2=CC=C(C=C2)N2CCN(CC2)C)C2COCC2)=O 5-ethynyl-2-{[4-(4-methylpiperazin-1-yl)phenyl]amino}-8-(oxolan-3-yl)pyrido[2,3-d]pyrimidin-7-one